1-(5-((5-chloro-4-(isoindolin-2-yl)pyrimidin-2-yl)amino)pyridin-3-yl)pyrrolidin-2-one ClC=1C(=NC(=NC1)NC=1C=C(C=NC1)N1C(CCC1)=O)N1CC2=CC=CC=C2C1